ethyl 2-(1-methyl-10-oxo-1,4,9-triazaspiro[5.6]dodecan-9-yl)acetate CN1CCNCC12CCN(C(CC2)=O)CC(=O)OCC